C(#N)C1=C(C=C(C=C1)N1C(N(C(C1=O)(C)C)CC(=O)O)=S)C(F)(F)F 2-[3-[4-cyano-3-(trifluoromethyl)phenyl]-5,5-dimethyl-4-oxo-2-thioxo-imidazolidin-1-yl]acetic acid